C(C1=CC=CC=C1)OC(=O)C=1SC(=CC1)NC([C@H](C)NC(=O)OCC1C2=CC=CC=C2C=2C=CC=CC12)=O (S)-5-(2-((((9H-fluoren-9-yl)methoxy)carbonyl)amino)propanamido)thiophene-2-carboxylic acid benzyl ester